(2S,4S)-1-benzyloxycarbonyl-4-[[6-[6-fluoro-3-[(2S)-2-methoxy-3-(methylamino)propyl]-2-methyl-benzimidazol-4-yl]-2-pyridyl]amino]pyrrolidine-2-carboxylic acid C(C1=CC=CC=C1)OC(=O)N1[C@@H](C[C@@H](C1)NC1=NC(=CC=C1)C1=CC(=CC=2N=C(N(C21)C[C@H](CNC)OC)C)F)C(=O)O